FC(C1=NN=C(S1)N1C=NC2=C1C=C(C=C2F)S(=O)(=O)NC2(CC2)C#N)F 1-(5-(difluoromethyl)-1,3,4-thiadiazol-2-yl)-4-fluoro-N-(1-cyanocyclopropyl)-1H-benzo[d]imidazole-6-sulfonamide